(6,7-dihydro-4H-pyrazolo[5,1-c][1,4]oxazin-3-yl)boronic acid N1=CC(=C2COCCN21)B(O)O